C(C)(C)(C)O[C@H](C(=O)O)C=1C(=NC2=CC=CC=C2C1C=1C(=C2CCCOC2=C(C1)F)C)C (S)-2-(tert-butoxy)-2-((R)-4-(8-fluoro-5-methylchroman-6-yl)-2-methylquinolin-3-yl)acetic acid